N-[(1R)-1-[3-(difluoromethyl)phenyl]ethyl]-3-hydroxypropionamide FC(C=1C=C(C=CC1)[C@@H](C)NC(CCO)=O)F